5-[2-[2-(3,4-dichlorophenyl)azepan-1-yl]-2-oxoethyl]-1-[(2,4-difluorophenyl)methyl]pyrrolidin-2-on ClC=1C=C(C=CC1Cl)C1N(CCCCC1)C(CC1CCC(N1CC1=C(C=C(C=C1)F)F)=O)=O